4-(bromodifluoromethyl)-1-(2,6-dichloro-4-(trifluoromethyl)phenyl)-6-hydroxy-1H-pyrazolo[3,4-b]pyridine-3-carbonitrile BrC(C1=C2C(=NC(=C1)O)N(N=C2C#N)C2=C(C=C(C=C2Cl)C(F)(F)F)Cl)(F)F